COC([C@@H](OC1=NN(C(=C1)C=1C=NC(=CC1)F)C1=C(C=CC=C1)F)OC)=O |r| Methyl-(2RS)-methoxy{[1-(2-fluorophenyl)-5-(6-fluoropyridin-3-yl)-1H-pyrazol-3-yl]oxy}acetat